The molecule is an (omega-1)-hydroxy fatty acid ascaroside consisting of ascarylopyranose linked glycosidically to the alcoholic hydroxy group of (3R)-3-hydroxybutanoic acid. It has a role as a Caenorhabditis elegans metabolite. It is a monocarboxylic acid and an (omega-1)-hydroxy fatty acid ascaroside. It derives from a (R)-3-hydroxybutyric acid. It is a conjugate acid of an ascr#11(1-). C[C@H]1[C@@H](C[C@H]([C@@H](O1)O[C@H](C)CC(=O)O)O)O